(S)-1-((S)-3-((S)-sec-butyl)-2-oxo-2,3,4,5-tetrahydro-1H-benzo[e][1,4]diazepine-4-carbonyl)pyrrolidine-3-carboxylic acid [C@H](C)(CC)[C@@H]1N(CC2=C(NC1=O)C=CC=C2)C(=O)N2C[C@H](CC2)C(=O)O